2-bromo-N-(5-isopropoxypyridin-2-yl)propanamide BrC(C(=O)NC1=NC=C(C=C1)OC(C)C)C